C1(C(C1)C=1C=2N(N=C(C1)C=1C(NC(NC1)=O)=O)C(=CN2)F)C2CC2 5-(8-([1,1'-Bi(cyclopropane)]-2-yl)-3-fluoroimidazo[1,2-b]pyridazin-6-yl)pyrimidine-2,4(1H,3H)-dione